2-[2-[2-(8-chloro-4-oxo-chromen-2-yl)-5-methyl-phenoxy]ethyl-methyl-amino]-2-oxo-acetic acid ethyl ester C(C)OC(C(=O)N(C)CCOC1=C(C=CC(=C1)C)C=1OC2=C(C=CC=C2C(C1)=O)Cl)=O